(S)-5-((4-(3-((2-(1-hydroxyethyl)-1H-imidazol-1-yl)methyl)isoxazol-5-yl)phenyl)ethynyl)Pyridinamide O[C@@H](C)C=1N(C=CN1)CC1=NOC(=C1)C1=CC=C(C=C1)C#CC=1C=CC(=NC1)C(=O)N